C(O)([O-])=O.C(C)(C)[N+]=1C=C(N2C1C=CC=C2)C(C)C 1,3-diisopropylimidazo[1,2-a]pyridin-1-ium hydrogen carbonate